pentylmalonic acid C(CCCC)C(C(=O)O)C(=O)O